N-(5-cyano-2-(piperazin-1-yl)phenyl)-2-methoxynicotinamide C(#N)C=1C=CC(=C(C1)NC(C1=C(N=CC=C1)OC)=O)N1CCNCC1